C(C)C1=CC=C(C=C(C(=O)OCC)C#N)C=C1 ethyl 4-ethyl-α-cyanocinnamate